O=C1NC(CCC1N1C(C2=CC=C(C=C2C1=O)OCC(=O)NCCOCCO)=O)=O 2-((2-(2,6-Dioxopiperidin-3-yl)-1,3-dioxoisoindolin-5-yl)oxy)-N-(2-(2-hydroxyethoxy)ethyl)acetamide